4-((1-(((1-((2,4-dimethoxybenzyl)amino)isoquinolin-5-yl)amino)methyl)-2-(2-(4-methoxycyclohexyl)acetyl)-2-azabicyclo[2.1.1]hexan-4-yl)methoxy)-1-methylpyridin-2(1H)-one COC1=C(CNC2=NC=CC3=C(C=CC=C23)NCC23N(CC(C2)(C3)COC3=CC(N(C=C3)C)=O)C(CC3CCC(CC3)OC)=O)C=CC(=C1)OC